1,3-dioxane-2-carbonitrile O1C(OCCC1)C#N